1,3-thiazolidine-2,4-dione S1C(NC(C1)=O)=O